2-hydroxy-4-(5-methoxypyridin-3-yl)cyclohepta-2,4,6-trien-1-one OC=1C(C=CC=C(C1)C=1C=NC=C(C1)OC)=O